O1CCN(CC1)CCCCCOCCSC1=C2CN(C(C2=CC=C1)=O)C1C(NC(CC1)=O)=O 3-(4-((2-((5-morpholinopentyl)oxy)ethyl)thio)-1-oxoisoindolin-2-yl)piperidine-2,6-dione